3-(2-Norbornyl)amino-2-methyl-propan C12C(CC(CC1)C2)NCC(C)C